methyl 3-[(tert-butoxycarbonyl)amino]-4-(5-bromo-2-nitrophenyl)butanoate C(C)(C)(C)OC(=O)NC(CC(=O)OC)CC1=C(C=CC(=C1)Br)[N+](=O)[O-]